BrC1=CC(=NC=C1)OC1=CC=CC=C1 4-bromo-2-phenoxypyridine